OC1=CC=C(C=C1)C(CC)(C1=CC=C(C=C1)O)C1=CC=C(C=C1)O 1,1,1-Tris(4-hydroxyphenyl)propane